C1(CCCC1)N(C(=O)OCC=1C(=NOC1C1=CC=C(O[C@H]2C[C@@H](C[C@@H]3C[C@H]23)C(=O)O)C=C1)C)C |r| (±)-(1S,3R,5S,6S)-5-(4-(4-(((cyclopentyl(methyl)carbamoyl)oxy)methyl)-3-methyl-isoxazol-5-yl)phenoxy)bicyclo[4.1.0]heptane-3-carboxylic acid